methyl 6-benzyl-5-oxo-6,7,8,9-tetrahydro-5H-benzo[7]annulene-2-carboxylate C(C1=CC=CC=C1)C1C(C2=C(CCC1)C=C(C=C2)C(=O)OC)=O